N-(5-cyclopropyl-1H-pyrazol-3-yl)-2-[1-(4-methylpyridin-2-yl)pyrazol-3-yl]acetamide C1(CC1)C1=CC(=NN1)NC(CC1=NN(C=C1)C1=NC=CC(=C1)C)=O